[C@@H]1(C[C@H]2[C@@H](CO2)O1)N1C(=O)NC(=O)C(C)=C1 3',5'-anhydro-thymidine